O-((2R,3R,4R,5R)-5-(6-benzoylamino-9H-purin-9-yl)-4-fluoro-2-(hydroxymethyl) tetrahydrofuran-3-yl) phosphorothioate P(O[C@@H]1[C@H](O[C@H]([C@@H]1F)N1C2=NC=NC(=C2N=C1)NC(C1=CC=CC=C1)=O)CO)([O-])([O-])=S